3-[2-chloro-5-(3-chloro-5-nitro-2-pyridinyl)-4-fluoro-phenyl]-5-methyl-4H-isoxazole-5-carboxylic acid ethyl ester C(C)OC(=O)C1(CC(=NO1)C1=C(C=C(C(=C1)C1=NC=C(C=C1Cl)[N+](=O)[O-])F)Cl)C